O=C1NC(CCC1C1=CC=C(CN2CCN(CC2)C2CCN(CC2)C2=CC=C3CN(C(C3=C2)=O)C(C(=O)NC=2SC=CN2)C2=C(C=CC(=C2)F)O)C=C1)=O 2-(6-(4-(4-(4-(2,6-dioxopiperidin-3-yl)benzyl)piperazin-1-yl)piperidin-1-yl)-1-oxoisoindolin-2-yl)-2-(5-fluoro-2-hydroxyphenyl)-N-(thiazol-2-yl)acetamide